C[C@H]1CN(C[C@H](O1)C)C(=O)C=1C2=C(N(N1)CC(=O)N1CCC(CC1)C1=C(C(=CC=C1)C)C)CCC2 2-(3-((2S,6R)-2,6-dimethylmorpholine-4-carbonyl)-5,6-dihydrocyclopenta[c]pyrazol-1(4H)-yl)-1-(4-(2,3-dimethylphenyl)piperidin-1-yl)ethanone